2-(4,4-dimethyl-1-piperidyl)-8-[1-[(1-hydroxy-2,3,1-benzoxazaborinin-8-yl)amino]ethyl]-3,6-dimethyl-chromen-4-one CC1(CCN(CC1)C=1OC2=C(C=C(C=C2C(C1C)=O)C)C(C)NC1=CC=CC=2C=NOB(C21)O)C